N1,N2-bis(2,6-bis((R)-1-(3,5-dimethylphenyl)ethyl)-4-methylphenyl)ethane-1,2-diamine CC=1C=C(C=C(C1)C)[C@@H](C)C1=C(C(=CC(=C1)C)[C@H](C)C1=CC(=CC(=C1)C)C)NCCNC1=C(C=C(C=C1[C@H](C)C1=CC(=CC(=C1)C)C)C)[C@H](C)C1=CC(=CC(=C1)C)C